C(C)(C)(C)OC(N(C(=O)OC(C)(C)C)C1=CC(=NC=C1OCC)NC(C)=O)=O (2-Acetamido-5-ethoxypyridin-4-yl)(tert-Butoxycarbonyl)carbamic acid tert-butyl ester